C(C)(C)(C)C=1C=C(CP([O-])([O-])=O)C=C(C1O)C(C)(C)C.C(C)(C)(C)C=1C=C(CP([O-])([O-])=O)C=C(C1O)C(C)(C)C.[Ni+4] nickel bis(3,5-di-tert-butyl-4-hydroxybenzylphosphonate)